(E)-1-(4-amino-1,2,5-oxadiazol-3-yl)-N'-(2-(trifluoromethyl)benzyl)-1H-1,2,3-triazole-4-carbohydrazide NC=1C(=NON1)N1N=NC(=C1)C(=O)NNCC1=C(C=CC=C1)C(F)(F)F